6-(3-isopropyl-5-(piperidin-4-yl)-1H-indol-2-yl)-N,8-dimethylimidazo[1,2-a]pyridine-2-carboxamide C(C)(C)C1=C(NC2=CC=C(C=C12)C1CCNCC1)C=1C=C(C=2N(C1)C=C(N2)C(=O)NC)C